CC1=NC(=CC(=C1)C=1NC2=CC=C(C=C2C1C(C)C)C1CCN(CC1)C(CN1CCOCC1)=O)C 1-(4-(2-(2,6-dimethylpyridin-4-yl)-3-isopropyl-1H-indol-5-yl)piperidin-1-yl)-2-morpholinoethan-1-one